methyl-N-(piperidin-4-yl)furo[3,2-c]Pyridine-7-amine CC1=CC=2C=NC=C(C2O1)NC1CCNCC1